C(#N)[C@H]1CN(C[C@@H]1C1=CC(=NC(=C1)C)OC)C(=O)[C@@H]1CC[C@H]2N1C([C@H](CCCC2)NC(OC(C)(C)C)=O)=O tert-butyl ((3S,6S,10aS)-3-((3R,4S)-3-cyano-4-(2-methoxy-6-methylpyridin-4-yl)pyrrolidine-1-carbonyl)-5-oxodecahydropyrrolo[1,2-a]azocin-6-yl)carbamate